CC1=C(C=CC=C1OCCCN1C[C@@H](CC1)O)C1=C(C(=CC=C1)OCCCNCCCN1CCOCC1)C (R)-1-(3-((2,2'-dimethyl-3'-(3-((3-morpholinopropyl)amino)propoxy)-[1,1'-biphenyl]-3-yl)oxy)propyl)pyrrolidin-3-ol